COC=1C(=C(C=CC1)N1C(=C2C(N(N=CC2=C1C)C1=NC=CC=C1)=O)C)C 6-(3-Methoxy-2-methylphenyl)-5,7-dimethyl-2-(pyridin-2-yl)-2,6-dihydro-1H-pyrrolo[3,4-d]pyridazin-1-one